(S)-N-(3-(1-((2-ethyl-2H-pyrazolo[3,4-b]pyrazin-6-yl)amino)ethyl)phenyl)-6-(isopropylamino)-5-methylnicotinamide C(C)N1N=C2N=C(C=NC2=C1)N[C@@H](C)C=1C=C(C=CC1)NC(C1=CN=C(C(=C1)C)NC(C)C)=O